N[C@@]1(CN(CC1)C1=C(C=NC=C1C1=NC2=C(N1)C(=CC=C2C)F)C(=O)N[C@H](C(F)(F)F)C)C 4-[(3S)-3-amino-3-methylpyrrolidin-1-yl]-5-(7-fluoro-4-methyl-1H-1,3-benzodiazol-2-yl)-N-[(2S)-1,1,1-trifluoropropan-2-yl]pyridine-3-carboxamide